C(C)N(C(=O)N[C@H](C(F)(F)F)CCC(F)(F)F)C(C(F)(F)F)C1=NC=C(C(=C1)C=1C=C2N=CC=NC2=C(C1)OC)OC 1-ethyl-3-((S)-1,1,1,5,5,5-hexafluoropentan-2-yl)-1-(2,2,2-trifluoro-1-(5-methoxy-4-(8-methoxyquinoxalin-6-yl)pyridin-2-yl)ethyl)urea